1,3,5-tris[N,N-bis(4-methylphenyl)-amino]-benzene CC1=CC=C(C=C1)N(C1=CC=C(C=C1)C)C1=CC(=CC(=C1)N(C1=CC=C(C=C1)C)C1=CC=C(C=C1)C)N(C1=CC=C(C=C1)C)C1=CC=C(C=C1)C